7-amino-4-[(3E)-4-chloro-2-methylidenebut-3-en-1-yl]-2H-1,4-benzoxazin-3-one NC1=CC2=C(N(C(CO2)=O)CC(\C=C\Cl)=C)C=C1